N-[(1S)-2-[2-[(2R)-2-chloro-2-fluoro-acetyl]-2-[[(3S)-2-oxopyrrolidin-3-yl]methyl]hydrazino]-1-[(1-methylcyclopropyl)methyl]-2-oxo-ethyl]-5-(trifluoromethyl)-isoxazole-3-carboxamide Cl[C@H](C(=O)N(NC([C@H](CC1(CC1)C)NC(=O)C1=NOC(=C1)C(F)(F)F)=O)C[C@H]1C(NCC1)=O)F